C1(CCC1)C1=NC=CC=C1 2-cyclobutylpyridin